O1C(=NN=C1)[C@@H]1CC[C@H](CC1)NC(OCC1=CC=CC=C1)=O Benzyl [trans-4-(1,3,4-oxadiazol-2-yl)cyclohexyl]carbamate